ClC=1C=C(C=CC1F)C1=CN(C2=NC=C(C=C21)NC(C=C)=O)C(F)F N-(3-(3-Chloro-4-fluorophenyl)-1-(difluoromethyl)-1H-pyrrolo[2,3-b]pyridin-5-yl)acrylamide